COC(CCC=1C=C2C=NNC2=C(C1)C)=O 3-(7-methyl-1H-indazol-5-yl)-propionic acid methyl ester